CC=1N=C2N(N=C(C=C2)C2=CNC=3N=C(N=CC32)NCC3CCN(CC3)C)C1 5-(2-methylimidazo[1,2-b]pyridazin-6-yl)-N-((1-methylpiperidin-4-yl)methyl)-7H-pyrrolo[2,3-d]pyrimidin-2-amine